[Si](C)(C)(C(C)(C)C)OC=1C=C(C=CC1)C(=O)C1=CC=CC=C1 (3-tert-butyldimethylsilyloxy-phenyl)(phenyl)methanone